5-[(4R,9aS)-8-isoindolin-4-yl-4-methyl-3,4,6,7,9,9a-hexahydro-1H-pyrazino[1,2-a]pyrazin-2-yl]quinoline-8-carbonitrile C1NCC2=C(C=CC=C12)N1C[C@@H]2N([C@@H](CN(C2)C2=C3C=CC=NC3=C(C=C2)C#N)C)CC1